methyl (R)-1-(6-((6-(bis(tert-butoxycarbonyl)amino)-9H-purin-9-yl)methyl)-5-bromo-4-fluoro-2,3-dihydro benzofuran-7-yl)-3-((tert-butoxycarbonyl)amino)pyrrolidine-3-carboxylate C(C)(C)(C)OC(=O)N(C1=C2N=CN(C2=NC=N1)CC1=C(C2=C(CCO2)C(=C1Br)F)N1C[C@](CC1)(C(=O)OC)NC(=O)OC(C)(C)C)C(=O)OC(C)(C)C